ClC=1C(=NC=CC1S)N1CC(C1)(O)C (3-chloro-4-mercaptopyridin-2-yl)-3-methylazetidin-3-ol